NC=1N=NC(=CC1C#C[C@@H]1N(CCO[C@H]1C)C(=O)OC(C)(C)C)Cl tert-butyl (2S,3S)-3-((3-amino-6-chloropyridazin-4-yl)ethynyl)-2-methylmorpholine-4-carboxylate